CN1CCN(CC1)C(=O)O[C@@H]1CC[C@H](CC1)C(N(C[C@@H]1CC[C@H](CC1)C=1C=NC(=C(C1)C)OC)C1=NC=CC(=C1)C=1N=C(OC1)C1CC1)=O trans-4-((4-(2-Cyclopropyloxazol-4-yl)pyridin-2-yl)(((trans)-4-(6-methoxy-5-methylpyridin-3-yl)cyclohexyl)methyl)carbamoyl)cyclohexyl 4-methylpiperazine-1-carboxylate